2-(7-methoxy-1-methyl-9H-pyrido[3,4-b]indol-9-yl)-N,N-dimethylethylamine COC1=CC=C2C3=C(N(C2=C1)CCN(C)C)C(=NC=C3)C